ClC=1C=C(C(=NC1)N1C([C@@H](N(C(C1)=O)CC1=CC(=C(C=C1)C)F)C1COC1)=O)F (S)-1-(5-chloro-3-fluoropyridin-2-yl)-4-(3-fluoro-4-methylbenzyl)-3-(oxetan-3-yl)piperazine-2,5-dione